1-(2-bromo-4-methoxyphenyl)ethan-1-ol BrC1=C(C=CC(=C1)OC)C(C)O